(6S)-6-(3-((o-tolyloxy)methyl)piperidine-1-carbonyl)-7,8-dihydropyrrolo[1,2-a]pyrimidin-4(6H)-one C1(=C(C=CC=C1)OCC1CN(CCC1)C(=O)[C@@H]1CCC=2N1C(C=CN2)=O)C